FC1(CCN(CC1)CC(=O)NC=1C=C(C(=NC1)C)NC(=O)C=1C=NN2C1SC(=C2)C=2C=NN(C2)C)F N-(5-(2-(4,4-difluoropiperidin-1-yl)acetamido)-2-methylpyridin-3-yl)-2-(1-methyl-1H-pyrazol-4-yl)pyrazolo[5,1-b]thiazole-7-carboxamide